[2-[[3-(5-isopropoxy-2-pyridyl)-1,2,4-thiadiazol-5-yl]amino]-5-(trifluoromethyl)-3-pyridyl]-pyrrolidin-1-yl-methanone C(C)(C)OC=1C=CC(=NC1)C1=NSC(=N1)NC1=NC=C(C=C1C(=O)N1CCCC1)C(F)(F)F